C(N)(OC1=CC=CC2=CC=CC(=C12)OC(N)=O)=O naphthalene-1,8-diyl dicarbamate